(1aR,5aR)-2-(5-Cyano-pyridin-2-yl)-1a,2,5,5a-tetrahydro-1H-2,3-diaza-cyclopropa[a]pentalene-4-carboxylic acid ((R)-2,2-dimethyl-1-pyridin-2-yl-propyl)-amide CC([C@H](C1=NC=CC=C1)NC(=O)C=1C=2C[C@@H]3[C@H](C2N(N1)C1=NC=C(C=C1)C#N)C3)(C)C